C1(=CC=CC=C1)PC1=CC=CC=C1.C1(=CC=CC=C1)PC1=CC=CC=C1.C1(=CC=CC=C1)PC1=CC=CC=C1.[Al] Aluminum Trisdiphenylphosphine